thioacetylvalin C(C)(=S)N[C@@H](C(C)C)C(=O)O